di(trinitromethyl)-2H,2'H-[3,3'-bi(1,2,4-triazole)]-2,2'-diamine [N+](=O)([O-])C([N+](=O)[O-])([N+](=O)[O-])C=1N=C(N(N1)N)C=1N(N=C(N1)C([N+](=O)[O-])([N+](=O)[O-])[N+](=O)[O-])N